N3-((8-methoxy-2-(6-methoxypyridin-3-yl)-2,3-dihydrobenzo[b][1,4]dioxin-6-yl)methyl)pyridazine-3,4-diamine COC1=CC(=CC2=C1OC(CO2)C=2C=NC(=CC2)OC)CNC=2N=NC=CC2N